[Cl-].C(=O)(C=C)OCC[N+](CCC[Si](OC)(OC)OC)(C)C acryl-oxyethyldimethyl(3-trimethoxysilylpropyl)ammonium chlorid